(S)-2-((1-(2-(4-chlorophenyl)-3,7-dimethyl-4-oxo-4H-pyrido[1,2-a]pyrimidin-9-yl)ethyl)amino)benzoic acid ClC1=CC=C(C=C1)C=1N=C2N(C(C1C)=O)C=C(C=C2[C@H](C)NC2=C(C(=O)O)C=CC=C2)C